CNC=1C2=C(N=CN1)N(C=C2)S(=O)(=O)C2=CC=C(C=C2)C methyl-[7-(4-methyl-benzenesulfonyl)-7H-pyrrolo[2,3-d]pyrimidin-4-yl]amine